rac-allyl (4aS,7S,8aS)-1-oxooctahydro-2H-4a,7-epoxyisoquinoline-2-carboxylate O=C1N(CC[C@@]23CC[C@@H](C[C@H]12)O3)C(=O)OCC=C |r|